FC(C(=O)O)(F)F.FC(C(=O)O)(F)F.CC=1C=C(C(=O)NC2=CC=C(C=C2)N2CCNCC2)C=CC1N1CCNCC1 3-methyl-4-(piperazin-1-yl)-N-(4-(piperazin-1-yl)phenyl)benzamide bistrifluoroacetic acid salt